COC1=CC=C(C=C1)CN1C=2C(C(C=C1)=O)=NN(C2C(=O)OCC)C2=CC=C(C=C2)OC2=CC=CC=C2 ethyl 4-[(4-methoxyphenyl)methyl]-7-oxo-2-(4-phenoxyphenyl)-4,7-dihydro-2H-pyrazolo[4,3-b]pyridine-3-carboxylate